C(CCCCCCCC=CCC=CCCCCC)(=O)O octadecane-9,12-dienoic acid